BrC=1C(=C2C([C@H](C[C@@]3(C2=CC1)N=C1N(C=C(C=C1OC(F)F)C(F)(F)F)C3)F)=O)F (1'S,3'S)-6'-bromo-8-(difluoromethoxy)-3',5'-difluoro-6-(trifluoromethyl)-2'H,3H-spiro[imidazo[1,2-a]pyridine-2,1'-naphthalen]-4'(3'H)-one